(R)-3-(4-amino-5-iodo-7H-pyrrolo[2,3-d]pyrimidin-7-yl)piperidine-1-carboxylic acid tert-butyl ester C(C)(C)(C)OC(=O)N1C[C@@H](CCC1)N1C=C(C2=C1N=CN=C2N)I